C(=O)(O)C1=C(C(=C(O1)CCC(=O)[O-])CCC)C carboxy-methylpropyl-furanpropanoate